5,5-dimethyl-4-oxospiro[cyclohexane-1,3'-indoline] CC1(C(CCC2(CNC3=CC=CC=C23)C1)=O)C